C(C1=CC=CC=C1)N1CCC(CC1)C1=C(C(=O)N)C=CC=C1 (1-benzylpiperidin-4-yl)benzamide